NC1=C(C(=O)OC)C=C(C(=C1)OC)OCCCNC(C1=CC(=CC=C1)F)=O methyl 2-amino-5-(3-(3-fluorobenzamido)propoxy)-4-methoxybenzoate